C1(CC1)N1C(=NN=C(C1=O)N[C@H]1CN(CCC1)C(=O)OC(C)(C)C)C1=C(C=C(C=C1)I)OC tert-butyl (R)-3-((4-cyclopropyl-3-(4-iodo-2-methoxyphenyl)-5-oxo-4,5-dihydro-1,2,4-triazin-6-yl)amino)piperidine-1-carboxylate